C(C)C1CCC(CC1)C1CCC(CC1)C(=O)OCC(COC(=O)OCCCN(CC)CC)COC(CCCCCCC\C=C/C\C=C/CCCCC)=O 3-(((3-(diethylamino)propoxy)carbonyl)oxy)-2-((((9Z,12Z)-octadeca-9,12-dienoyl)oxy)methyl)propyl (1r,1'r,4R,4'R)-4'-ethyl-[1,1'-bi(cyclohexane)]-4-carboxylate